7-chlorospiro[benzo[b]azepine-5,2'-[1,3]dioxolan]-2(1H)-one ClC1=CC2=C(NC(C=CC23OCCO3)=O)C=C1